(1S)-benzyl 2,2-difluoro-6-sulfamoyl-6-azaspiro[2.5]octane-1-carboxylate FC1([C@@H](C12CCN(CC2)S(N)(=O)=O)C(=O)OCC2=CC=CC=C2)F